N2-(2-(1-(Cyclopropylsulfonyl)-1H-pyrazol-4-yl)pyrimidin-4-yl)-N4-((1s,4s)-4-fluorocyclohexyl)-5-(6-((1-methylpiperidin-4-yl)oxy)pyridazin-3-yl)pyridine-2,4-diamine C1(CC1)S(=O)(=O)N1N=CC(=C1)C1=NC=CC(=N1)NC1=NC=C(C(=C1)NC1CCC(CC1)F)C=1N=NC(=CC1)OC1CCN(CC1)C